C(C=C)(=O)N1[C@@H](C[C@H](CC1)N1N=NC=2C(=NC=3C(=C(C(=CC3C21)Cl)C2=C(C(=CC=C2)C)Cl)Cl)N2CC(C2)N(C)C)CC#N 2-((2S,4S)-1-acryloyl-4-(6,8-dichloro-7-(2-chloro-3-methylphenyl)-4-(3-(dimethylamino)azetidin-1-yl)-1H-[1,2,3]triazolo[4,5-c]quinolin-1-yl)piperidin-2-yl)acetonitrile